(R)-5-(1-(2,2-difluoroethyl)-2-methyl-1H-imidazo[4,5-b]pyridin-6-yl)-N-(1,1,1-trifluoropropan-2-yl)pyrrolo[2,1-f][1,2,4]triazin-2-amine FC(CN1C(=NC2=NC=C(C=C21)C=2C=CN1N=C(N=CC12)N[C@@H](C(F)(F)F)C)C)F